3-[(diphenylphosphino)methyl]dihydro-2,5-furandione C1(=CC=CC=C1)P(C1=CC=CC=C1)CC1C(OC(C1)=O)=O